2-(4-Fluorophenyl)-4-phenylimidazole FC1=CC=C(C=C1)C=1NC=C(N1)C1=CC=CC=C1